N1-((3-methylpyridin-2-yl)methyl)butane-1,4-diamine CC=1C(=NC=CC1)CNCCCCN